(1S,2S,3R)-N-(8-amino-6-(5-amino-4-methylpyridin-3-yl)-7-fluoroisoquinolin-3-yl)-2-(cyanomethyl)-3-methylcyclopropane-1-carboxamide NC=1C(=C(C=C2C=C(N=CC12)NC(=O)[C@@H]1[C@H]([C@H]1C)CC#N)C=1C=NC=C(C1C)N)F